1-(2-methoxyethyl)-5-nitro-1H-indole COCCN1C=CC2=CC(=CC=C12)[N+](=O)[O-]